2-bromomethoxyethane BrCOCC